FC(C1=NN=C(S1)C1=CN=C2N1C=C(C=C2N2C[C@@H](OC[C@H]2C)CO)S(=O)(=O)NC2(CC2)C)F |o1:18,21| rel-3-(5-(difluoromethyl)-1,3,4-thiadiazol-2-yl)-8-((2R,5R)-2-(hydroxymethyl)-5-methylmorpholino)-N-(1-methylcyclopropyl)imidazo[1,2-a]pyridine-6-sulfonamide